(2S,4r)-1-[(2S)-2-[4-(4,4-difluorocyclohexyl)triazol-1-yl]-3,3-dimethyl-butyryl]-4-hydroxy-N-methyl-pyrrolidine-2-carboxamide FC1(CCC(CC1)C=1N=NN(C1)[C@H](C(=O)N1[C@@H](C[C@H](C1)O)C(=O)NC)C(C)(C)C)F